ClC1=CC=C(C=C1)C1=CCCC(C1)(C)C 4'-chloro-5,5-dimethyl-3,4,5,6-tetrahydro-[1,1'-biphenyl]